(3S,4S)-8-[7-(2,3-dichlorophenyl)pyrazolo[1,5-a]pyrazin-4-yl]-3-methyl-2-oxa-8-azaspiro[4.5]decan-4-amine ClC1=C(C=CC=C1Cl)C1=CN=C(C=2N1N=CC2)N2CCC1([C@@H]([C@@H](OC1)C)N)CC2